4-((2-(2-(Benzyloxy)-4,6-dihydroxybenzoyl)-1,2,3,4-tetrahydroisoquinolin-8-yl)amino)benzamide C(C1=CC=CC=C1)OC1=C(C(=O)N2CC3=C(C=CC=C3CC2)NC2=CC=C(C(=O)N)C=C2)C(=CC(=C1)O)O